r-glycidoxytrimethylsilane DIISOSTEARYL-maleate C(CCCCCCCCCCCCCCC(C)C)/C(=C(/C(=O)O)\CCCCCCCCCCCCCCCC(C)C)/C(=O)O.C([C@H]1CO1)O[Si](C)(C)C